(R)-6-bromo-N-(1-(3-(difluoromethyl)-2-fluorophenyl)ethyl)-7-fluoro-2-methylquinazolin-4-amine BrC=1C=C2C(=NC(=NC2=CC1F)C)N[C@H](C)C1=C(C(=CC=C1)C(F)F)F